methyl-(1s,3s)-3-((tert-butyldimethylsilyl)oxy)cyclobutane CC1CC(C1)O[Si](C)(C)C(C)(C)C